5-benzyl-N-(4-(2-methyl-5-(tetrahydro-2H-pyran-4-yl)phenyl)pyridin-2-yl)-4H-1,2,4-triazole-3-carboxamide C(C1=CC=CC=C1)C=1NC(=NN1)C(=O)NC1=NC=CC(=C1)C1=C(C=CC(=C1)C1CCOCC1)C